COC1=NC=C(C=C1)C(=O)O 2-methoxy-5-picolinic acid